O=C1NC(CCC1N1C(C2=C3C(C(=CC=C13)C1CCN(CC1)CCCC(=O)O)=CC=C2)=O)=O 4-[4-[1-(2,6-dioxo-3-piperidyl)-2-oxo-benzo[cd]indol-6-yl]-1-piperidyl]butanoic acid